(6Ar)-3-hexan-2-yl-9-methyl-6-methylidene-6a,7,8,10a-tetrahydrobenzo[c]chromen-1-ol CC(CCCC)C=1C=C(C=2C3[C@H](C(OC2C1)=C)CCC(=C3)C)O